1-benzyl-4-(sec-butylamino)-5-methylpyrimidin-2(1H)-one C(C1=CC=CC=C1)N1C(N=C(C(=C1)C)NC(C)CC)=O